4-((4-methoxyphenoxy)methyl)-1H-1,2,3-triazol COC1=CC=C(OCC=2N=NNC2)C=C1